C1(=CC=C(C=C1)N(C1=CC=C(C=C1)C1=CC2=CC=CC=C2C=C1)C1=CC=C(C=C1)C1=CC(=C(C=C1)C1=CC=CC2=CC=CC=C12)C1=CC=CC=C1)C1=CC=CC=C1 biphenyl-4-yl-{1'-(naphthalene-1-yl)-[1,2':4',1'']terphenyl-4''-yl}-{4-(naphthalene-2-yl)-phenyl}-amine